tert-butyl 7-[6-[4-(2-hydroxyethyl)piperidin-1-yl]pyridin-3-yl]pyrido[4,3-b]indole-5-carboxylate OCCC1CCN(CC1)C1=CC=C(C=N1)C=1C=CC=2C3=C(N(C2C1)C(=O)OC(C)(C)C)C=CN=C3